(S)-N2-[1-(4-fluorophenyl)ethyl]-N4-[(5-methylpyrazin-2-yl)methyl]-N6-(pyrazin-2-yl)pyrimidine-2,4,6-triamine FC1=CC=C(C=C1)[C@H](C)NC1=NC(=CC(=N1)NCC1=NC=C(N=C1)C)NC1=NC=CN=C1